5-((1R)-fluoro((((S)-1-((4-methyl-4H-1,2,4-triazol-3-yl)methoxy)-1-oxopropan-2-yl)amino)(phenoxy)phosphoryl)methyl)benzo[b]thiophene-2-carboxylic acid F[C@@H](C1=CC2=C(SC(=C2)C(=O)O)C=C1)P(=O)(OC1=CC=CC=C1)N[C@H](C(=O)OCC1=NN=CN1C)C